5-ethynyl-1,2,3-trifluorobenzene C(#C)C=1C=C(C(=C(C1)F)F)F